N-(7-bromospiro[chromeno[4,3-d]thiazole-4,3'-oxetan]-2-yl)-4,6-dimethoxypyrimidine-5-carboxamide BrC=1C=CC2=C(C1)OC1(COC1)C1=C2N=C(S1)NC(=O)C=1C(=NC=NC1OC)OC